[Li+].C(C)(C)(C)OC(=O)N(C=1N=C2N(N=C(C=C2)C=2C=NC(=C(C(=O)[O-])C2)OC)C1)C 5-(2-((tert-butoxycarbonyl)(methyl)amino)imidazo[1,2-b]pyridazin-6-yl)-2-methoxynicotinic acid, lithium salt